ClC1=C(C=C2C=C(N=CC2=C1)NC(=O)[C@@H]1[C@@H]([C@H]1C=1C=NN(C1)C)C)N1CCN(CC1)[C@@]1(COC[C@@H]1F)C (1R,2R,3R)-N-[7-chloro-6-[4-((3R,4R)-4-fluoro-3-methyl-tetrahydrofuran-3-yl)piperazin-1-yl]-3-isoquinolinyl]-2-methyl-3-(1-methylpyrazol-4-yl)cyclopropanecarboxamide